ClC1=NC=C(C(=N1)C1=CNC2=CC=CC=C12)C#N 2-chloro-4-(1H-indol-3-yl)pyrimidine-5-carbonitrile